(3R)-1-(6-Bromo-2'-(methylthio)-2,3,5',8'-tetrahydrospiro[indene-1,7'-pyrano[4,3-d]pyrimidin]-4'-yl)-3-methylpiperidin-3-ol BrC1=CC=C2CCC3(CC=4N=C(N=C(C4CO3)N3C[C@@](CCC3)(O)C)SC)C2=C1